(3RS)-3-[(2SR)-(2-(4-chlorophenyl)-2-cyclopentyl-2-hydroxyacetyl)oxy]-1,1-dimethylpyrrolidinium ClC1=CC=C(C=C1)[C@@](C(=O)O[C@H]1C[N+](CC1)(C)C)(O)C1CCCC1 |r|